CC1CC2N(CCN(C2)C2=CC=CC3=CC(=CC=C23)C(=O)N2CCCCC2)C1=O 7-methyl-2-(6-(piperidine-1-carbonyl)naphthalen-1-yl)hexahydropyrrolo[1,2-a]pyrazin-6(2H)-one